tert-Butyl (3-nitrobenzyl) sulfone [N+](=O)([O-])C=1C=C(CS(=O)(=O)C(C)(C)C)C=CC1